NCCCCC(=O)O 5-aminovaleroic acid